C1(=CC=CC=C1)C=1SC=CC1B(O)O 2-PHENYLTHIOPHEN-3-YLBORONIC ACID